6-methoxy-1H-benzo[d]imidazol-2-amine hydrochloride Cl.COC=1C=CC2=C(NC(=N2)N)C1